3-(2-(6-(difluoromethyl)imidazo[1,2-a]pyrazin-3-yl)pyrimidin-4-yl)phenol FC(C=1N=CC=2N(C1)C(=CN2)C2=NC=CC(=N2)C=2C=C(C=CC2)O)F